C(C)C(C[C@H](N)C(=O)O)C(=O)O γ-ethyl-L-glutamic acid